7-(4-chlorobenzyl)-8-(3-(cyclobutylmethoxy)but-1-yn-1-yl)-1-(3-hydroxypropyl)-3-methyl-3,7-dihydro-1H-purine-2,6-dione ClC1=CC=C(CN2C(=NC=3N(C(N(C(C23)=O)CCCO)=O)C)C#CC(C)OCC2CCC2)C=C1